3-bromo-5-chloro-2-((2-(trimethylsilyl)ethoxy)methoxy)pyrazine BrC=1C(=NC=C(N1)Cl)OCOCC[Si](C)(C)C